3-(((6-(2-chloro-2'-methyl-3'-((2-methylpyrido[3,2-d]pyrimidin-4-yl)amino)-[1,1'-biphenyl]-3-yl)-2-methoxypyridin-3-yl)methyl)amino)propan-1-ol ClC1=C(C=CC=C1C1=CC=C(C(=N1)OC)CNCCCO)C1=C(C(=CC=C1)NC=1C2=C(N=C(N1)C)C=CC=N2)C